1-{2-fluoro-5-[(oxan-4-yl)oxy]-3-(trifluoromethyl)phenyl}-4-methyl-3-{[1-(propan-2-yl)-1H-pyrazol-4-yl]methyl}-1,3-dihydro-2H-imidazol-2-one FC1=C(C=C(C=C1C(F)(F)F)OC1CCOCC1)N1C(N(C(=C1)C)CC=1C=NN(C1)C(C)C)=O